C=C(C)[C@H]1[C@@H]2CC[C@H](CN1C(=O)OCC1=CC=CC=C1)N2C(=O)OC(C)(C)C 3-benzyl 8-tert-butyl (1S,2S,5R)-2-(prop-1-en-2-yl)-3,8-diazabicyclo[3.2.1]octane-3,8-dicarboxylate